CS(=O)(=O)OCC=1C(=NC=C(C1)F)Cl (2-chloro-5-fluoropyridin-3-yl)methyl methanesulfonate